C(C)(C)(C)OC(=O)NC1=C(C=2C(=NC=C(C2S1)F)C=1C2=C(C=3C=NC(=NC3C1F)N1CC3(CCCN3C(=O)OC(C)(C)C)CC1)COC2)C#N tert-Butyl 7-(6-(2-((tert-butoxycarbonyl)amino)-3-cyano-7-fluorothieno[3,2-c]pyridin-4-yl)-5-fluoro-7,9-dihydrofuro[3,4-f]quinazolin-3-yl)-1,7-diazaspiro[4.4]nonane-1-carboxylate